O(N)CCC1=C(C=C(C(=C1)C)I)I 1-[2-(aminoxy)ethyl]-2,4-diiodo-5-methyl-benzene